C1(CC1)OC1=NN(C=C1NC=O)CCOC N-(3-cyclopropoxy-1-(2-methoxyethyl)-1H-pyrazol-4-yl)carboxamide